1-(4-methylbenzene-1-sulfonyl)-N-[(1,2-oxazol-3-yl)methyl]-1H-pyrazole-3-carboxamide CC1=CC=C(C=C1)S(=O)(=O)N1N=C(C=C1)C(=O)NCC1=NOC=C1